1-[4-(3-aminopropylamino)-2-fluoro-phenyl]-3-(trifluoromethyl)pyrazol NCCCNC1=CC(=C(C=C1)N1N=C(C=C1)C(F)(F)F)F